N1CC(C1)OC(C1=C(C=CC=C1)I)=O azetidin-3-yl-2-iodobenzoate